bis(triaz-1-yn-2-ium) chloride [Cl-].N#[N+]N.N#[N+]N.[Cl-]